C(C)(C)(C)ON=O.BrC1=C(C=C(C(=N1)OC=1C(=C(C=CC1)C[C@@H]1N(CC([C@@H]1NS(=O)(=O)C)(F)F)C(=O)OC(C)(C)C)F)C)F tert-Butyl (2S,3R)-2-({3-[(6-bromo-5-fluoro-3-methylpyridin-2-yl)oxy]-2-fluorophenyl}methyl)-4,4-difluoro-3-[(methanesulfonyl)amino]pyrrolidine-1-carboxylate tert-Butylnitrite